3-(9-fluoro-2-(4-(methylamino)piperidine-1-carbonyl)-1,2,3,4-tetrahydro-[1,4]diazepino[6,7,1-hi]indol-7-yl)-4-[imidazo[1,2-a]pyridin-3-yl]-1H-pyrrole-2,5-dione FC=1C=C2C(=CN3C2=C(C1)CN(CC3)C(=O)N3CCC(CC3)NC)C=3C(NC(C3C3=CN=C1N3C=CC=C1)=O)=O